N-acetyl-acetylglucosamine C(C)(=O)N[C@H]1C(O)(O[C@@H]([C@H]([C@@H]1O)O)CO)C(C)=O